ethylaluminum diethyl-acetate C(C)C(C(=O)[O-])CC.C(C)[Al+2].C(C)C(C(=O)[O-])CC